N-(3-(trifluoromethyl)bicyclo[1.1.1]pentan-1-yl)benzamide FC(C12CC(C1)(C2)NC(C2=CC=CC=C2)=O)(F)F